METHYLETHYLSULFID CSCC